carbonyl-butadiene C(=O)=C=CC=C